1-(3-chloro-5-((diphenylmethylene)amino)pyridin-2-yl)cyclobutan-1-ol ClC=1C(=NC=C(C1)N=C(C1=CC=CC=C1)C1=CC=CC=C1)C1(CCC1)O